2-((S)-1-acryloyl-4-(6-(2-fluoro-6-hydroxybenzoyl)-2-(((S)-1-methylpyrrolidin-2-yl)methoxy)-6,7-dihydro-5H-pyrrolo[3,4-d]pyrimidin-4-yl)piperazin-2-yl)acetonitrile C(C=C)(=O)N1[C@H](CN(CC1)C=1C2=C(N=C(N1)OC[C@H]1N(CCC1)C)CN(C2)C(C2=C(C=CC=C2O)F)=O)CC#N